methyl-4-propyl-piperidine CN1CCC(CC1)CCC